N-{4-[(dimethylamino)methyl]benzene-sulfonyl}-2-[4-(isoquinolin-6-yl)-2,6-bis(propan-2-yl)phenyl]acetamide CN(C)CC1=CC=C(C=C1)S(=O)(=O)NC(CC1=C(C=C(C=C1C(C)C)C=1C=C2C=CN=CC2=CC1)C(C)C)=O